tert-butyl-6,6-difluoro-3-({8-[1-(oxan-2-yl)pyrazol-4-yl]-6H-isochromeno[3,4-b]pyridin-3-yl}oxy)-8-azabicyclo[3.2.1]octane-8-carboxylate C(C)(C)(C)OC(=O)N1C2CC(CC1C(C2)(F)F)OC2=CC=C1C(=N2)OCC=2C=C(C=CC21)C=2C=NN(C2)C2OCCCC2